N1-hexadecyl-N3-(2-piperidinylethyl)imidazole Tert-butyl-(4-((4-(methylsulfonyl)phenyl)amino)pyrimidin-2-yl)carbamate C(C)(C)(C)N(C(O)=O)C1=NC=CC(=N1)NC1=CC=C(C=C1)S(=O)(=O)C.C(CCCCCCCCCCCCCCC)N1CN(C=C1)CCN1CCCCC1